Sulfuric acid, sulfuric acid salt S(O)(O)(=O)=O.S(O)(O)(=O)=O